N-allyl-5-(3-chlorophenyl)-7H-pyrrolo[2,3-d]pyrimidin-4-amine C(C=C)NC=1C2=C(N=CN1)NC=C2C2=CC(=CC=C2)Cl